3,5-dihydroxy-2,4,6-trinitrofluorobenzene dipotassium salt [K].[K].OC=1C(=C(C(=C(C1[N+](=O)[O-])O)[N+](=O)[O-])F)[N+](=O)[O-]